di(pentadecan-7-yl) 3,3'-(((1-(2-(diisopropylamino)ethyl)-1H-pyrazol-4-yl)methyl)azanediyl)dipropionate C(C)(C)N(CCN1N=CC(=C1)CN(CCC(=O)OC(CCCCCC)CCCCCCCC)CCC(=O)OC(CCCCCC)CCCCCCCC)C(C)C